ClC=1C(N(C(=CC1OC([2H])([2H])C1=NC=C(C=C1F)F)C)C1=CC(=NC=C1C)N1N=C(C(=C1)C)C(C)(C)NC(C)=O)=O N-(2-(1-(3-chloro-4-((3,5-difluoropyridin-2-yl)methoxy-d2)-5',6-Dimethyl-2-oxo-2H-[1,4'-bipyridyl]-2'-yl)-4-methyl-1H-pyrazol-3-yl)propan-2-yl)Acetamide